(E)-ethyl (2-cyano-2-(2-(3,5-dichloro-4-((2-methylquinolin-6-yl)oxy)phenyl) hydrazono)acetyl)carbamate C(#N)\C(\C(=O)NC(OCC)=O)=N/NC1=CC(=C(C(=C1)Cl)OC=1C=C2C=CC(=NC2=CC1)C)Cl